NC=1C(N(C=CC1)CC1=NC2=C(N1C(=O)OC(C)(C)C)C=CC=C2CC(C)C)=O tert-butyl 2-((3-amino-2-oxopyridin-1(2H)-yl)methyl)-4-isobutyl-1H-benzo[d]imidazole-1-carboxylate